3-cyclohexyl-1-(6-(2-(benzoyloxy)hexanoyl)-9-ethyl-9H-carbazol-3-yl)-propane C1(CCCCC1)CCCC=1C=CC=2N(C3=CC=C(C=C3C2C1)C(C(CCCC)OC(C1=CC=CC=C1)=O)=O)CC